ClC1=C(C(=O)NCC2=NOC(C2)C(=O)N[C@@H](CC(C)C)[B])C=C(C=C1)Cl ((1R)-1-(3-((2,5-dichlorobenzamido)methyl)-4,5-dihydroisoxazole-5-carboxamido)-3-methylbutyl)boron